C(C)OC1=NC=2CCN(CC2C=C1NC=1N=CC2=C(N1)C(=NC=C2)N[C@@H](CO)C(C)(C)C)C (R)-2-((2-((2-Ethoxy-6-methyl-5,6,7,8-tetrahydro-1,6-naphthyridin-3-yl)amino)pyrido[3,4-d]pyrimidin-8-yl)amino)-3,3-dimethylbutan-1-ol